C(CC(C)C)OC(C(O)C)=O Isopentyllactat